tert-butyl (2-(4-((S)-2-((S)-2-acetamido-3-methylbutanamido)propanamido)phenyl)-2-hydroxyethyl)carbamate C(C)(=O)N[C@H](C(=O)N[C@H](C(=O)NC1=CC=C(C=C1)C(CNC(OC(C)(C)C)=O)O)C)C(C)C